ethyl 4-(4-(4-chloro-7,7-dimethyl-5-oxo-5,7-dihydroindolo[1,2-a]quinazolin-10-yl)piperidin-1-yl)cyclohexane-1-carboxylate ClC=1C=2C(N=C3N(C2C=CC1)C1=CC(=CC=C1C3(C)C)C3CCN(CC3)C3CCC(CC3)C(=O)OCC)=O